8-amino-4,4-dimethyl-N-[4-(4-phenoxyphenyl)-1,3-thiazol-2-yl]-4,5-dihydro-1H-pyrazolo[4,3-H]quinazoline-3-carboxamide NC1=NC=2C3=C(C(CC2C=N1)(C)C)C(=NN3)C(=O)NC=3SC=C(N3)C3=CC=C(C=C3)OC3=CC=CC=C3